OC[C@H](C1=CC=CC=C1)NC1=NC(=NC=C1C1=NC2(CO1)CCOCC2)NC2=CC=C1C(NN(C1=C2)C(C)C)=O (S)-6-((4-((2-hydroxy-1-phenylethyl)amino)-5-(3,8-dioxa-1-azaspiro[4.5]dec-1-en-2-yl)pyrimidin-2-yl)amino)-1-isopropyl-1,2-dihydro-3H-indazol-3-one